trans-N,N-dimethyl-1,2-diaminocyclohexane CN([C@H]1[C@@H](CCCC1)N)C